{3-[(Cyclopropylmethoxy)methyl][1,4'-bipiperidin]-1'-yl}-N-[(3,5-difluoropyridinyl)methyl]-1,3-thiazole-5-carboxamide C1(CC1)COCC1CN(CCC1)C1CCN(CC1)C=1SC(=CN1)C(=O)NCC1=NC=C(C=C1F)F